(E)-1-(5-methylthiophen-2-yl)-4-(4-(piperidin-1-yl)but-2-enoyl)piperazin-2-one CC1=CC=C(S1)N1C(CN(CC1)C(\C=C\CN1CCCCC1)=O)=O